tert-butyl 3-bromo-6-[(2,2-difluoroethoxy)methyl]-2-hydroxybenzoate BrC=1C(=C(C(=O)OC(C)(C)C)C(=CC1)COCC(F)F)O